C(C1=CC=CC=C1)OC1=C(C=CC(=C1)C(F)(F)F)CC(=O)OC methyl 2-(2-(benzyloxy)-4-(trifluoromethyl)phenyl)acetate